C(#N)C1=CC=C(C=C1)C1=CC=C(C=C1)C1=CC=C(C=C1)C1=CC=2C(=NN(N2)C2=CC=C(C=C2)C=2C3=CC=CC=C3C=3C=CC=CC3C2)C=C1C1=CC=CC=C1 5-(4''-cyano-[1,1':4',1'']terphenyl-4-yl)-2-{4-(phenanthren-9-yl)-phenyl}-6-phenyl-2H-benzotriazole